Cl.COC(C1=CC(=CC=C1)C=1SC(=CC1)CN1C=NN(C1=O)C\C(=C\F)\CN)=O 3-[5-(1-[(2E)-2-(aminomethyl)-3-fluoroprop-2-en-1-yl]-5-oxo-1,5-dihydro-4H-1,2,4-triazol-4-ylmethyl)thiophen-2-yl]benzoic acid methyl ester hydrochloride